FC(CN1C=NC(=C1C=1C=CC=2N(C1)C=CN2)C2=C(C=C(C=C2)F)F)F 6-(1-(2,2-difluoroethyl)-4-(2,4-difluoro-phenyl)-1H-imidazol-5-yl)imidazo[1,2-a]pyridine